[5-[[4-[(6,7-dimethoxy-1,5-naphthyridin-4-yl)oxy]-3-fluorophenyl]carbamoyl]-3-(4-fluorophenyl)-4-hydroxypyridin-2-yl]methyl acetate C(C)(=O)OCC1=NC=C(C(=C1C1=CC=C(C=C1)F)O)C(NC1=CC(=C(C=C1)OC1=CC=NC2=CC(=C(N=C12)OC)OC)F)=O